NCC1N(CCC1)C(=O)NC1CC(C1)NC(=O)C1=C(C=C(C=C1)NC(=O)C=1N(C(=CN1)C=1C(=NN(C1)CC#N)C(F)(F)F)C)Cl N-[4-[[3-[[2-(aminomethyl)pyrrolidine-1-carbonyl]amino]cyclobutyl]carbamoyl]-3-chloro-phenyl]-5-[1-(cyanomethyl)-3-(trifluoromethyl)pyrazol-4-yl]-1-methyl-imidazole-2-carboxamide